[Br-].C1(CCCC1)[C@@](C(=O)OC1C[N+](CC1)(C)CC(=O)OC)(O)C1=CC=CC=C1 (2R,1'R,3'S)-3-(2-cyclopentyl-2-phenyl-2-hydroxyacetoxy)-1-(methoxycarbonylmethyl)-1-methylpyrrolidinium bromide